FC(C(=O)O)(F)F.FC(C(=O)O)(F)F.CC=1C(=NC(=NC1)NC1=CC=NC=C1)NC=1C=CC2=C(NC(O2)=O)C1 5-(5-methyl-2-(pyridin-4-ylamino)pyrimidin-4-ylamino)benzo[d]oxazol-2(3H)-one ditrifluoroacetate salt